S1C=NC2=C1C=CC(=C2)NC2=CC=NC1=CC=C(C=C21)C2=C(C=C(C=C2)C(=O)N2CCOCC2)F (4-(4-(benzo[d]thiazol-5-ylamino)quinolin-6-yl)-3-fluorophenyl)(morpholino)methanone